(hydroxyethyl)-piperazineethanesulfonic acid OCCC1N(CCNC1)CCS(=O)(=O)O